tert-butyl 4-(4-methoxythieno[3',2':3,4]benzo[1,2-d]oxazol-7-yl)-4-oxobutanoate COC1=CC2=C(C3=C1N=CO3)C=C(S2)C(CCC(=O)OC(C)(C)C)=O